tert-butyl (3aS,6aR)-6-(2-amino-2-oxo-ethyl)-2-benzyl-4-oxo-3,3a,6,6a-tetrahydro-1H-pyrrolo[3,4-c]pyrrole-5-carboxylate NC(CC1N(C([C@H]2[C@@H]1CN(C2)CC2=CC=CC=C2)=O)C(=O)OC(C)(C)C)=O